3-Bromo-5-[7-[3-(trifluoromethyl)phenoxy]-1,3-benzothiazol-5-yl]-4,5-dihydroisoxazole BrC1=NOC(C1)C=1C=C(C2=C(N=CS2)C1)OC1=CC(=CC=C1)C(F)(F)F